(S)-5-(3-(dimethylamino)piperidin-1-yl)pyridin-2-amine CN([C@@H]1CN(CCC1)C=1C=CC(=NC1)N)C